N-ethyl-N-methyl-N'-(5-methyl-4-(3-methylbenzyl)-2-(methylsulfonyl)phenyl)formimidamide C(C)N(C=NC1=C(C=C(C(=C1)C)CC1=CC(=CC=C1)C)S(=O)(=O)C)C